3-(1-propargyl-3-indolyl)-2-nitrogalactose C(C#C)N1C=C(C2=CC=CC=C12)[C@]([C@](C=O)(O)[N+](=O)[O-])(O)[C@@H](O)[C@H](O)CO